tert-butyl N-[(1S)-3-(dimethylamino)-1-formyl-3-oxo-propyl]carbamate CN(C(C[C@@H](C=O)NC(OC(C)(C)C)=O)=O)C